CC(C[C@@H](C(N[C@@H](C[C@H]1C(NCC1)=O)C(COC(F)(F)F)=O)=O)NC(C(=O)NC1=C(C=CC=C1)C)=O)(C)C N1-((S)-4,4-dimethyl-1-oxo-1-(((S)-3-oxo-1-((S)-2-oxopyrrolidin-3-yl)-4-(trifluoromethoxy)butan-2-yl)amino)pentan-2-yl)-N2-(o-tolyl)oxalamide